O1C(OCC1)C1=C(C=CC=C1OCC1=CC=C(C=C1)OC)C1=CC(=CC=C1)C1=NC=CC(=N1)Cl 2-(2'-(1,3-dioxolan-2-yl)-3'-((4-methoxybenzyl)oxy)-[1,1'-biphenyl]-3-yl)-4-chloropyrimidine